CC1C(O1)CCC[Si](OC)(OC)OC 3-(3-epoxypropyl)trimethoxy-propyl-silane